(2-chloro-3-((7R,9aR)-7-hydroxy-7-(5-(trifluoromethyl)pyridin-2-yl)octahydro-2H-pyrido[1,2-a]pyrazine-2-carbonyl)phenyl)boronic acid ClC1=C(C=CC=C1C(=O)N1C[C@@H]2N(CC1)C[C@](CC2)(C2=NC=C(C=C2)C(F)(F)F)O)B(O)O